C(C)C1=NC(=CC=C1O[C@@H]1C[C@H](CCC1)C(=O)O)C=1N=NN(C1CNC(=O)OCC(C)C)C (1S,3S)-3-((2-ethyl-6-(5-(((isobutoxy-carbonyl)amino)methyl)-1-methyl-1H-1,2,3-triazol-4-yl)pyridin-3-yl)oxy)cyclohexane-1-carboxylic acid